(2S,4R)-1-N-benzyloxycarbonyl-4-hydroxypyrrole-2-carboxylic acid methyl ester COC(=O)C=1N(C=C(C1)O)C(=O)OCC1=CC=CC=C1